C12(CCC(CC1)CC2)CC(=O)NCCCCCCCOC2=C(C=C1C(=NC(=NC1=C2)C)N[C@H](C)C2=CC(=CC=C2)Br)OC (R)-2-(bicyclo[2.2.2]octan-1-yl)-N-(7-((4-((1-(3-bromophenyl)ethyl)amino)-6-methoxy-2-methylquinazolin-7-yl)oxy)heptyl)acetamide